CC=1C2=C(N(N1)C1=CC=CC=C1)CN(C2)C#N 3-methyl-1-phenyl-4,6-dihydropyrrolo[3,4-c]pyrazole-5(1H)-carbonitrile